ClC=1C=CC(=NC1C)CC(=O)N(CCC)CC(C=1C=NC=CC1)O 2-(5-chloro-6-methyl-2-pyridyl)-N-[2-hydroxy-2-(3-pyridyl)ethyl]-N-propyl-acetamide